3-((3-ethyl-7-(methylthio)-1,1-dioxido-5-phenyl-2,3,4,5-tetrahydro-1,5-benzothiazepin-8-yl)oxy)acrylic acid C(C)C1CS(C2=C(N(C1)C1=CC=CC=C1)C=C(C(=C2)OC=CC(=O)O)SC)(=O)=O